CC=1C=NC=C(C1)C#C[Si](C)(C)C 3-methyl-5-((trimethylsilyl)ethynyl)pyridine